1-methoxy-4-(1-phenethyloxy-prop-1-en-2-yl)benzene COC1=CC=C(C=C1)C(=COCCC1=CC=CC=C1)C